2-((((8-hydroxyoctyl)oxy)carbonyl)amino)-2-methylpropane-1,3-diyl diacrylate C(C=C)(=O)OCC(COC(C=C)=O)(C)NC(=O)OCCCCCCCCO